Tertbutyl (2-propioloylphenyl)carbamate C(C#C)(=O)C1=C(C=CC=C1)NC(OC(C)(C)C)=O